9-(phenylthio)-9H-carbazole C1(=CC=CC=C1)SN1C2=CC=CC=C2C=2C=CC=CC12